4-(1-Methyl-1H-imidazol-4-yl)cyclopent-1-en-1-yl trifluoromethanesulfonate FC(S(=O)(=O)OC1=CCC(C1)C=1N=CN(C1)C)(F)F